1-(2,6-dichlorobenzyl)-3-((5-(2,6-dioxopiperidin-3-yl)-4-oxo-5,6-dihydro-4H-thieno[3,4-c]pyrrol-1-yl)methyl)urea ClC1=C(CNC(=O)NCC=2SC=C3C2CN(C3=O)C3C(NC(CC3)=O)=O)C(=CC=C1)Cl